BrC=1C2=C(C=NC1C)SC=N2 7-bromo-6-methylthiazolo[5,4-c]pyridine